C(C)NCC.C(C)NCC.C(C)NCC.C(C)NCC.[Ti] titanium tetra(diethylamine)